2-([1,4]Dioxan-2-ylmethoxy)-9-(6-ethoxy-pyridin-3-yl)-6,7-dihydro-pyrimido[6,1-a]isoquinolin-4-one O1C(COCC1)COC1=NC(N2C(C3=CC=C(C=C3CC2)C=2C=NC(=CC2)OCC)=C1)=O